O1CCOC2=C1C(=CC=C2)C(=O)N 2,3-dihydro-1,4-benzodioxin-8-carboxamide